C(C1=CC=CC=C1)C1CCN(CC1)CCNC(=O)C=1NC2=CC=C(C=C2C1)OCCCC N-(2-(4-benzylpiperidin-1-yl)ethyl)-5-butoxy-1H-indole-2-carboxamide